C1(CCC1)OC=1C=2N(C=NC1C=1C=NNC1)N=C(N2)NC2=C(C=C(C=C2)S(=O)(=O)NC2CC1(C2)CCNCC1)C 4-((8-cyclobutoxy-7-(1H-pyrazol-4-yl)-[1,2,4]triazolo[1,5-c]pyrimidin-2-yl)amino)-3-methyl-N-(7-azaspiro[3.5]nonan-2-yl)benzenesulfonamide